N-(3-(4-(4-phenoxyphenoxy)pyridin-3-yl)benzyl)but-2-ynamide O(C1=CC=CC=C1)C1=CC=C(OC2=C(C=NC=C2)C=2C=C(CNC(C#CC)=O)C=CC2)C=C1